[Na].C(#N)C(CNC=1C(=CC=C2C=CC(=CC12)C1=CC=CC(=N1)C(=O)NC1CCC(CC1)N(C)C)OC(F)F)=C 6-{8-[(2-cyano-2-methylideneethyl)amino]-7-(difluoromethoxy)naphthalen-2-yl}-N-[(1r,4r)-4-(dimethylamino)cyclohexyl]pyridine-2-carboxamide sodium